N-(2-cyanoethyl)-N-methyl-N-(1,3-dimethylbutyl)-amine C(#N)CCN(C(CC(C)C)C)C